(2-methoxyphenyl)-7-azaspiro[3.5]nonane-7-carboxylic acid tert-butyl ester C(C)(C)(C)OC(=O)N1CCC2(CCC2C2=C(C=CC=C2)OC)CC1